C(C)C(C(=O)C1=CC=CC=C1)(C=C)CC 2,2-diethyl-1-phenylbut-3-en-1-one